(S)-2-amino-N-(1-(2-(3-fluorophenyl)-9-((1-methyl-1H-pyrazol-4-yl)ethynyl)-1-oxo-2,4,5,6-tetrahydro-1H-benzo[de]isoquinolin-3-yl)ethyl)pyrazolo[1,5-a]pyrimidine-3-carboxamide NC1=NN2C(N=CC=C2)=C1C(=O)N[C@@H](C)C=1N(C(C=2C(=CC=C3C2C1CCC3)C#CC=3C=NN(C3)C)=O)C3=CC(=CC=C3)F